4,8-dichloro-N-(4-(trifluoromethoxy)phenyl)quinolin-2-amine ClC1=CC(=NC2=C(C=CC=C12)Cl)NC1=CC=C(C=C1)OC(F)(F)F